di(t-butyl)ethyl-methoxysilane C(C)(C)(C)[Si](OC)(CC)C(C)(C)C